20-(4-acetamidobutyl)-17-(4-aminobutyl)-1-((4-((2-(2-boronopyrrolidin-1-yl)-2-oxo-ethyl)carbamoyl)quinolin-7-yl)oxy)-2,15,18-trioxo-6,9,12-trioxa-3,16,19-triazahenicosan-21-oic acid C(C)(=O)NCCCCC(NC(C(NC(CCOCCOCCOCCNC(COC1=CC=C2C(=CC=NC2=C1)C(NCC(=O)N1C(CCC1)B(O)O)=O)=O)=O)CCCCN)=O)C(=O)O